OC(CNC(=O)C1=C(C(=C(C(=C1)N(C)C(CO)=O)I)C(=O)NCC(CO)O)I)CO N,N'-bis(2,3-dihydroxypropyl)-5-[(hydroxyacetyl)-methylamino]-2,4-diiodo-1,3-benzenedicarboxamide